(6R,7aS)-6-Fluoro-7a-(hydroxymethyl)tetrahydro-1H-pyrrolizin-2(3H)-one F[C@H]1CN2CC(C[C@]2(C1)CO)=O